CC=1C=C2C(=CNC2=CC1)CCNC(C)=O N-[2-(5-Methyl-1H-indol-3-yl)ethyl]acetamide